CN(C(CC1CCN(CC1)C(=O)OC(C)(C)C)=O)C tert-butyl 4-[2-(dimethylamino)-2-oxo-ethyl]piperidine-1-carboxylate